C(#N)CN1CC(OCC1)CNC1=C(C=C(C=C1)S(=O)(=O)NC(C1=C(C=CC=C1)OC=1C=C2C(=NC1)NC=C2)=O)[N+](=O)[O-] N-{[4-({[4-(cyanomethyl)morpholin-2-yl]methyl}amino)-3-nitrophenyl]sulfonyl}-2-(1H-pyrrolo[2,3-b]pyridin-5-yloxy)benzamide